C[Si](CCOCN1C=NC(=C1)C(=O)OC)(C)C methyl 1-(2-trimethylsilylethoxymethyl)imidazole-4-carboxylate